F[B-](F)(F)F.C1=CCCC=CCC1.C1=CCCC=CCC1.[Ir+] iridium (I) bis(1,5-cyclooctadiene) tetrafluoroborate